methyl 2-cyano-4-[2-[(4S)-2,2-dimethyl-1,3-dioxolan-4-yl]ethyl]benzoate C(#N)C1=C(C(=O)OC)C=CC(=C1)CC[C@@H]1OC(OC1)(C)C